IC1=CC=C(C=C1)N1C(CCCC1)C(=O)OC methyl 1-(4-iodophenyl)piperidine-2-carboxylate